C(C)(=O)N1CCN(CC1)C(=O)OC(C)(C)C tert-Butyl 4-acetyl-1-piperazinecarboxylate